C(C)OC(=O)C1=C(N=C(S1)NC1=NC=CC(=C1)C)C1=NC=CC=C1.OC[C@H]1O[C@H](CN(C1)C(C1=CC=CC=C1)(C1=CC=CC=C1)C1=CC=CC=C1)N1C2=NC=NC(=C2N=C1)NC(C1=CC=CC=C1)=O N-{9-[(2R,6S)-6-(hydroxymethyl)-4-tritylmorpholin-2-yl]purin-6-yl}benzamide Ethyl-2-[(4-methylpyridin-2-yl)amino]-4-(pyridin-2-yl)-1,3-thiazole-5-carboxylate